4-Nitro-N-(4-(2-(5-(pentyloxy)pentyl)hydrazine-1-carbonyl)benzyl)benzamide benzyl-(1S,3S,6R)-7-oxabicyclo[4.1.0]Heptane-3-ylcarbamate C(C1=CC=CC=C1)N(C(O)=O)[C@@H]1C[C@@H]2O[C@@H]2CC1.[N+](=O)([O-])C1=CC=C(C(=O)NCC2=CC=C(C=C2)C(=O)NNCCCCCOCCCCC)C=C1